[Nb].[Si].[C] carbon silicon niobium